(R)-N-(4-methoxy-2-(methyl(2-(methylamino)ethyl)amino)-5-((6-(3-(3-phenoxyphenyl)isoxazolidin-2-yl)pyrimidin-4-yl)amino)phenyl)acrylamide COC1=CC(=C(C=C1NC1=NC=NC(=C1)N1OCC[C@@H]1C1=CC(=CC=C1)OC1=CC=CC=C1)NC(C=C)=O)N(CCNC)C